C(N)(OC1=C(C(=C(C(=C1)O[Si](C(C)C)(C(C)C)C(C)C)OC)C(C)(C)C)C(=O)N1[C@@H](CC(=C1)C)CO[Si](C)(C)C(C)(C)C)=O (S)-(tert-butyl 2-(2-(((tert-butyldimethylsilyl) oxy) methyl)-4-methyl-2,3-dihydro-1H-pyrrole-1-carbonyl)-4-methoxy-5-((triisopropylsilyl) oxy) phenyl) carbamate